2-{[(2,4-dimethoxyphenyl)methyl]amino}-3-(trifluoromethyl)quinoline-7-carbaldehyde COC1=C(C=CC(=C1)OC)CNC1=NC2=CC(=CC=C2C=C1C(F)(F)F)C=O